1-(2-Hydroxy-4-{[5-(3-hydroxyphenyl)pyrazin-2-yl]methoxy}-3-methylphenyl)-3,3-dimethylbutan-1-one OC1=C(C=CC(=C1C)OCC1=NC=C(N=C1)C1=CC(=CC=C1)O)C(CC(C)(C)C)=O